2-chloro-5-fluoro-4-(trifluoromethyl)pyridine ClC1=NC=C(C(=C1)C(F)(F)F)F